ClC=1C(=C(C=CC1)NC(=O)C1=CC(=CC=2NC(=NC21)COC)NC(=O)C2=C(C=CC=C2Cl)Cl)C N-(3-chloro-2-methylphenyl)-6-{[(2,6-dichlorophenyl)carbonyl]amino}-2-(methoxymethyl)-1H-benzimidazole-4-carboxamide